2,3-bis((5-(3-(3-(3-butyl-3H-diazirin-3-yl)propyl)-3H-diazirin-3-yl)pentanoyl)oxy)propyl (2-(trimethylammonio)ethyl) phosphate P(=O)(OCC(COC(CCCCC1(N=N1)CCCC1(N=N1)CCCC)=O)OC(CCCCC1(N=N1)CCCC1(N=N1)CCCC)=O)(OCC[N+](C)(C)C)[O-]